2-heptyl-3-ethyl-12-hexyl-6-isopropyl-10-oxo-9,11-dioxa-3,6-diazaheneicosane-21-carboxylate C(CCCCCC)C(C)N(CCN(CCOC(OC(CCCCCCCCCC(=O)[O-])CCCCCC)=O)C(C)C)CC